ClC1=C2C(=[N+](C=C1C)[O-])CCO2 7-chloro-6-methyl-4-oxido-2,3-dihydrofuro[3,2-b]pyridin-4-ium